tris(2,2-dimethylpropionamido)benzene CC(C(=O)NC=1C(=C(C=CC1)NC(C(C)(C)C)=O)NC(C(C)(C)C)=O)(C)C